tri-isocyanato(methyl)silicon N(=C=O)[Si](C)(N=C=O)N=C=O